N1C=C(C2=CC=CC=C12)CN1C=CC2=CC(=CC=C12)O ((1H-indol-3-yl)methyl)-1H-indol-5-ol